FC1=CC=C(C=C1)C1=C(N=CO1)N1C(N=C2C(=C1)C=CN2C(F)(F)F)=O 3-[5-(4-fluorophenyl)-1,3-oxazol-4-yl]-7-(trifluoromethyl)-2H,3H,7H-pyrrolo[2,3-d]pyrimidin-2-one